C(C)N(CC)CC.N(=[N+]=[N-])CC=1C=C2C=CC3=C(NC(CC(N3C3=CC(=CC=C3)C3=NOC(N3)=S)=O)=O)C2=CC1 9-(Azidomethyl)-5-(3-(5-thioxo-4,5-dihydro-1,2,4-oxadiazol-3-yl)phenyl)-1,5-dihydro-2H-naphtho[1,2-b][1,4]diazepine-2,4(3H)-dione triethylamine salt